N-(5-cyclobutyl-1H-pyrazol-3-yl)-2-(4-(4-(((2-(2,4-dioxotetrahydropyrimidin-1(2H)-yl)-1,3-dioxoisoindolin-5-yl)methyl)(methyl)amino)piperidin-1-yl)phenyl)acetamide C1(CCC1)C1=CC(=NN1)NC(CC1=CC=C(C=C1)N1CCC(CC1)N(C)CC=1C=C2C(N(C(C2=CC1)=O)N1C(NC(CC1)=O)=O)=O)=O